CN1CCN(C2=C(C(=CC=C12)C)C)S(=O)(=O)C1=C(C=C(C=C1)C=1C=NN(C1)C)C 1,5,6-Trimethyl-4-[2-methyl-4-(1-methyl-1H-pyrazol-4-yl)benzenesulfonyl]-1,2,3,4-tetrahydroquinoxaline